C1(CC1)NC=1SC(=CN1)C(=O)N1CCC(CC1)OC=1C=CC=C2C(=NN(C12)C)C1C(NC(CC1)=O)=O 3-(7-((1-(2-(Cyclopropylamino)thiazole-5-carbonyl)piperidin-4-yl)oxy)-1-methyl-1H-indazol-3-yl)piperidine-2,6-dione